4-hydroxy-3-[(E)-2-(3-trifluoromethylphenyl)-vinyl]-benzaldehyde OC1=C(C=C(C=O)C=C1)\C=C\C1=CC(=CC=C1)C(F)(F)F